3a,4,5,9b-tetrahydro-1h-benz[e]indol-2-yl-amine C1C(=NC2CCC3=C(C12)C=CC=C3)N